C(C1=CC=CC=C1)OCC12OCC(CC1)(CC2)C(CC(C(=O)[O-])=O)=O 4-(1-((benzyloxy)methyl)-2-oxabicyclo[2.2.2]octan-4-yl)-2,4-dioxobutanoate